1-(tetrahydro-2H-pyran-2-yl)butan-2-one O1C(CCCC1)CC(CC)=O